C(CCCCCC)(=O)OCC(OC(CCCCCC)=O)COC(CCCCCC)=O Glycerol Triheptanoate